isoquinolin-7(1H)-one C1N=CC=C2C=CC(C=C12)=O